FC=1C=2N(C=C(C1)C[C@@H]1CC[C@H](CC1)C(=O)N1OCC[C@H]1C=1C=NC(=CC1)C)C=C(N2)C trans-[4-[(8-fluoro-2-methylimidazo[1,2-a]pyridin-6-yl)methyl]cyclohexyl]-[(3S)-3-(6-methylpyridin-3-yl)-1,2-oxazolidin-2-yl]methanone